ClC1=CC=C(C=C1)[C@@H]1N(CC[C@H]1N)C trans-2-(4-chlorophenyl)-1-methylpyrrolidin-3-amine